O=C1NC(CCC1C1=C(C=C(C=C1)CC=O)C)=O 2-(4-(2,6-dioxopiperidin-3-yl)-3-methylphenyl)acetaldehyde